O1C(OCC1)C1=C(C=NC=C1)C1N(CCC(C1)C(F)(F)F)C(=O)OCC1C2=CC=CC=C2C=2C=CC=CC12 (9H-Fluoren-9-yl)methyl 2-(4-(1,3-dioxolan-2-yl)pyridin-3-yl)-4-(trifluoromethyl)piperidine-1-carboxylate